C(=C)[Si](O)(C)C vinyl-dimethyl-hydroxysilane